Cl.N[C@@H]1CC[C@H](CC1)N(C1CC=2C=CC(=CC2CC1)N1C(N=C(C=C1)NC(=O)N1CCNCC1)=O)C N-(1-(6-(((Trans)-4-Aminocyclohexyl)(Methyl)Amino)-5,6,7,8-Tetrahydronaphthalen-2-Yl)-2-Oxo-1,2-Dihydropyrimidin-4-Yl)Piperazine-1-Carboxamide Hydrochloride Salt